CC(C(C(C#N)C(C(C)(C)C)=O)=O)(C)C 4,4-Dimethyl-3-oxo-2-pivaloylpentanenitrile